ClC=1C(=CC(=C(C1)S1C[C@@H](CN2C(NC(C3=CC(=CC1=C23)C(F)(F)F)=O)=O)OC)F)F (3R)-l-1-(5-chloro-2,4-difluorophenyl)-3-methoxy-10-(trifluoromethyl)-3,4-dihydro-2H,6H-[1,4]thiazepino[2,3,4-ij]quinazoline-6,8(7H)-dione